o-hydroxybenzylidene-1,2-cyclohexanediamine OC1(C(CCCC1=CC1=CC=CC=C1)N)N